9-(4-fluorophenyl)-3,4-dihydropyrido[2,1-c][1,2,4]thiadiazine 2,2-dioxide FC1=CC=C(C=C1)C1=CC=CN2C1=NS(CC2)(=O)=O